1-(3-fluoro-5-(trifluoromethoxy)phenyl)ethan-1-one FC=1C=C(C=C(C1)OC(F)(F)F)C(C)=O